FC=1C=C2C(N(C(NC2=CC1)=S)CCNC(OC(C)(C)C)=O)=O tert-Butyl (2-(6-fluoro-4-oxo-2-thioxo-1,4-dihydroquinazolin-3(2H)-yl)ethyl)carbamate